C(C)(C)(C)C=1C=CC2=C(N=C(O2)NC2=C(C=C(C=C2)NC(CCCNC(OC(C)(C)C)=O)=O)OC)C1 tert-Butyl 4-(4-(5-tert-butylbenzo[d]oxazol-2-ylamino)-3-methoxyphenylamino)-4-oxobutylcarbamate